4-bromo-1,2,3-trimethoxy-5-methyl-benzene BrC1=C(C(=C(C=C1C)OC)OC)OC